(R)-N-(2-chloro-3-((2,3-dihydroimidazo[1,2-c]quinazolin-9-yl)oxy)phenyl)-3-fluoropyrrolidine-1-sulfonamide ClC1=C(C=CC=C1OC1=CC=2C=3N(C=NC2C=C1)CCN3)NS(=O)(=O)N3C[C@@H](CC3)F